N-(3-((5-(4-(tert-butyl)phenyl)-2-((1-methyl-1H-pyrazol-4-yl)amino)pyrimidin-4-yl)amino)-4-fluorophenyl)acrylamide trifluoroacetate FC(C(=O)O)(F)F.C(C)(C)(C)C1=CC=C(C=C1)C=1C(=NC(=NC1)NC=1C=NN(C1)C)NC=1C=C(C=CC1F)NC(C=C)=O